Tri(5,5-dimethyl-3-hexyl)citrat CC(CC(CC)C(C(C(C(=O)[O-])(C(CC)CC(C)(C)C)C(CC)CC(C)(C)C)(O)C(=O)[O-])C(=O)[O-])(C)C